11-chloro-5,6,6a,7-tetrahydro-4H-dibenzo[de,g]quinoline hydrochloride Cl.ClC1=CC=CC2=C1C1=C3C(CCNC3C2)=CC=C1